O1C(=NN=C1)C(=O)N 1,3,4-oxadiazoleamide